trans-4-((4-(2-Cyclopropyloxazol-4-yl)pyridin-2-yl)((trans-4-(5-methoxy-6-methylpyridin-2-yl)cyclohexyl)methyl)carbamoyl)cyclohexyl (3-hydroxypentan-2-yl)carbamate OC(C(C)NC(O[C@@H]1CC[C@H](CC1)C(N(C[C@@H]1CC[C@H](CC1)C1=NC(=C(C=C1)OC)C)C1=NC=CC(=C1)C=1N=C(OC1)C1CC1)=O)=O)CC